3-fluoro-5-formyl-4-hydroxy-N-(5-(3-(pyrrolidin-1-yl)phenyl)thiazol-2-yl)benzamide FC=1C=C(C(=O)NC=2SC(=CN2)C2=CC(=CC=C2)N2CCCC2)C=C(C1O)C=O